O[C@H]1[C@@](CCC1)(C#N)C |r| rac-(1S,2R)-2-hydroxy-1-methylcyclopentane-1-carbonitrile